[Cl-].NCCCCCC[P+](C1=CC=CC=C1)(C1=CC=CC=C1)C1=CC=CC=C1 (6-aminohexyl)triphenylphosphonium chloride